(2R,4R)-1-(3-chloro-2-fluorobenzyl)-4-((3-fluoro-5-methyl-6-((5-methyl-1H-pyrazol-3-yl)amino)-4-propionylpyridin-2-yl)methyl)-2-methylpiperidine-4-carboxylic acid ClC=1C(=C(CN2[C@@H](C[C@@](CC2)(C(=O)O)CC2=NC(=C(C(=C2F)C(CC)=O)C)NC2=NNC(=C2)C)C)C=CC1)F